(6,6-dimethyl-4-oxo-1-phenyl-4,5,6,7-tetrahydro-1H-indol-2-yl)(phenyl)methyl 4-methoxybenzoate COC1=CC=C(C(=O)OC(C2=CC=CC=C2)C=2N(C=3CC(CC(C3C2)=O)(C)C)C2=CC=CC=C2)C=C1